C(CCC)C1=NC=2C(=C3C(=NC2N)C=C(S3)C3CCNCC3)N1CC1CCN(CC1)CCOC 2-butyl-7-(hexahydropyridin-4-yl)-1-{[1-(2-methoxyethyl)hexahydropyridin-4-yl]methyl}thieno[3,2-b]imidazo[4,5-d]pyridine-4-amine